FC1=C(OC2=C[C@@]3(C(CN(C3)C[C@H](O)C3=CC4=C(NC(O4)=O)C=C3)=C2)O)C=CC=C1 6-((R)-2-((3as,5s,6ar)-5-(2-fluorophenoxy)-3a-hydroxycyclopenta[c]pyrrol-2(1H)-yl)-1-hydroxyethyl)benzo[d]oxazol-2(3H)-one